tert-butyl 4-(8-(((3S,4R)-3-hydroxytetrahydro-2H-pyran-4-yl)amino)-4,5-dihydrothiazolo[4,5-h]quinazolin-2-yl)piperidine-1-carboxylate O[C@@H]1COCC[C@H]1NC1=NC=2C3=C(CCC2C=N1)N=C(S3)C3CCN(CC3)C(=O)OC(C)(C)C